FC(CN1C(=NC2=C1C=C(C=C2)C=2C(=CN1N=C(N=C(C12)OC([2H])([2H])[2H])N[C@H]1C(CN(CC1)C(C)=O)(F)F)F)C)F (R)-1-(4-((5-(1-(2,2-difluoroethyl)-2-methyl-1H-benzo[d]imidazol-6-yl)-6-fluoro-4-(methoxy-d3)pyrrolo[2,1-f][1,2,4]triazin-2-yl)amino)-3,3-difluoropiperidin-1-yl)ethan-1-one